3-(4-phenoxyphenyl)-1-(4-piperidyl)pyrazolo[3,4-d]pyrimidin-4-amine O(C1=CC=CC=C1)C1=CC=C(C=C1)C1=NN(C2=NC=NC(=C21)N)C2CCNCC2